5-[(5-fluoro-2,3-dihydrobenzofuran-4-yl)methylamino]-8-(3-fluoro-4-formyl-phenyl)imidazo[1,2-c]pyrimidine-2-carbonitrile FC=1C=CC2=C(CCO2)C1CNC1=NC=C(C=2N1C=C(N2)C#N)C2=CC(=C(C=C2)C=O)F